2-chloro-4-(trifluoromethoxy)benzoic acid ClC1=C(C(=O)O)C=CC(=C1)OC(F)(F)F